ClC1=CC(=C(C=C1)S(=O)(=O)N[C@@H]([C@H](C)C1=CC=CC2=C(C=CC=C12)F)C=1OC(NN1)=O)OC 4-chloro-N-((1S,2R)-2-(5-fluoronaphthalen-1-yl)-1-(5-oxo-4,5-dihydro-1,3,4-oxadiazol-2-yl)propyl)-2-methoxybenzenesulfonamide